1-(2-fluorophenyl)-1-ethanol FC1=C(C=CC=C1)C(C)O